5-bromo-4-chloro-2-cyclopropanecarbonylaniline hydrochloride Cl.BrC=1C(=CC(=C(N)C1)C(=O)C1CC1)Cl